2-nitropyridine-4-amine [N+](=O)([O-])C1=NC=CC(=C1)N